2-(2-((7-chloro-2-(2,2,2-trifluoroacetyl)-1,2,3,4-tetrahydroisoquinolin-6-yl)amino)-5-(trifluoromethyl)pyrimidin-4-yl)-5-methyl-6,7-dihydrothieno[3,2-c]pyridin-4(5H)-one ClC1=C(C=C2CCN(CC2=C1)C(C(F)(F)F)=O)NC1=NC=C(C(=N1)C1=CC=2C(N(CCC2S1)C)=O)C(F)(F)F